N-(4-((4-(methylsulfonyl)-piperazin-1-yl)methyl)-pyridin-2-yl)-6-(1H-pyrazol-4-yl)benzo[d]-thiazol-2-amine CS(=O)(=O)N1CCN(CC1)CC1=CC(=NC=C1)NC=1SC2=C(N1)C=CC(=C2)C=2C=NNC2